dicyano-2,4,6-trimethylbenzene C(#N)C=1C(=C(C(=CC1C)C)C#N)C